1-methoxy-4-(methylhydrotelluro-methyl)benzene COC1=CC=C(C=C1)C([TeH])C